ethylbutylphosphinic acid glycidyl ester C(C1CO1)OP(=O)(CCCC)CC